C(C)(C)(C)OC(=O)N1[C@H](C[C@@H](C1)N1N=C(C(=C1NCCCN1CCOCC1)C#N)Br)COC.BrC1=C(C=CC=C1)SC1=CC=C(C=C1)C 1-bromo-2-(p-tolylthio)benzene Tert-butyl-(2R,4S)-4-(3-bromo-4-cyano-5-[[3-(morpholin-4-yl)propyl]amino]pyrazol-1-yl)-2-(methoxymethyl)pyrrolidine-1-carboxylate